5-(2-(4-(((5-Cyclobutoxy-1H-indol-2-yl)methyl)amino)butoxy)ethoxy)benzo[c][2,6]naphthyridine-8-carboxylic acid C1(CCC1)OC=1C=C2C=C(NC2=CC1)CNCCCCOCCOC1=NC2=C(C3=CN=CC=C13)C=CC(=C2)C(=O)O